C(C)N1N=C(C(=C1)F)[S@](=O)(N)=NC(NC1=C2C(=NC=C1C1=CC=CC=C1)CCC2)=O |o1:8| (S) or (R)-1-ethyl-4-fluoro-N'-((3-phenyl-6,7-dihydro-5H-cyclopenta[b]pyridin-4-yl)carbamoyl)-1H-pyrazole-3-sulfonimidamide